2-((1R,4R)-4-(((5-chloro-2-((4-morpholinophenyl)amino)pyrimidin-4-yl)oxy)methyl)cyclohexyl)propan-2-ol ClC=1C(=NC(=NC1)NC1=CC=C(C=C1)N1CCOCC1)OCC1CCC(CC1)C(C)(C)O